1H-1,2,3-triazol-5-yl-[8-{[3-(trifluoromethoxy)phenyl]sulfonyl}-3,8-diazabicyclo[3.2.1]oct-3-yl]methanone N1N=NC=C1C(=O)N1CC2CCC(C1)N2S(=O)(=O)C2=CC(=CC=C2)OC(F)(F)F